NC1(COC1)CNC1=NC(=NC2=CC=C(C=C12)C)N1CCSC2=C(C1)C=NC=C2 4-(4-(((3-aminooxetane-3-yl)methyl)amino)-6-methylquinazolin-2-yl)-2,3,4,5-tetrahydropyrido[3,4-f][1,4]thiazepine